tert-Butyl 4-(aminomethyl)-4-(4-phenylthiazol-2-yl)piperidine-1-carboxylate NCC1(CCN(CC1)C(=O)OC(C)(C)C)C=1SC=C(N1)C1=CC=CC=C1